FC1=C(C=CC(=C1)C=1C(=NNC1C)C1=CC=NC=C1)C=1C=C(C=CC1)S(=O)(=O)N 3-[2-fluoro-4-[5-methyl-3-(4-pyridyl)-1H-pyrazol-4-yl]phenyl]benzenesulfonamide